ClC=1C=C(C=CC1C1=CN=CO1)NC(=O)[C@H]1COC2=CC=C(C=C2C1)F |r| racemic-N-(3-chloro-4-(oxazol-5-yl)phenyl)-6-fluorochromane-3-carboxamide